C(C1=CC=CC=C1)OCC1(CC1)S(=O)(=O)N[Si](C)(C)C(C)(C)C 1-(benzyloxymethyl)-N-[tert-butyl(dimethyl)silyl]cyclopropanesulfonamide